CC=1N=NN=NC1 (Methyl)tetrazine